COC(=O)C1=CC=C2C(=NN(C2=C1)C)NC(=O)OC(C)(C)C 3-[(tert-butoxycarbonyl)amino]-1-methylindazole-6-carboxylic acid methyl ester